2-methyl-2-{5-[(3R)-3-methylmorpholin-4-yl]-3-[1-(Oxan-2-yl)-1H-pyrazol-5-yl]-[1,2]Thiazolo[4,5-b]Pyridin-7-yl}propionitrile CC(C#N)(C)C1=C2C(=NC(=C1)N1[C@@H](COCC1)C)C(=NS2)C2=CC=NN2C2OCCCC2